N=1C=2N3C(NC(C2NC1)=O)=NC=C3 5H-imidazo[2,1-b]purin-4-one